C(C)(C)(C)[Si](O[C@@H]1[C@H](CCC1)OCC1=NC=C(C=N1)C1=CC2=C(N=C(S2)NC(=O)C2CC(C2)=COC)C=C1)(C)C N-(6-(2-((((1S,2S)-2-((tertButyldimethylsilyl)oxy)cyclopentyl)oxy)methyl)pyrimidin-5-yl)benzo[d]thiazol-2-yl)-3-(methoxymethylene)cyclobutane-1-carboxamide